1-(cis-4-hydroxycyclohexyl)-7-(2-methyl-6-(4H-1,2,4-triazol-3-yl)pyridin-3-yl)-3,4-dihydropyrazino[2,3-b]pyrazin-2(1H)-one O[C@H]1CC[C@H](CC1)N1C(CNC=2C1=NC(=CN2)C=2C(=NC(=CC2)C2=NN=CN2)C)=O